2-[[7-amino-4-(3-methyl-1H-indazol-5-yl)-1-oxo-isoindolin-2-yl]methyl]prop-2-enenitrile NC=1C=CC(=C2CN(C(C12)=O)CC(C#N)=C)C=1C=C2C(=NNC2=CC1)C